C(C)(C)(C)N=CCC([NH-])(CC)CC tert-butylimino-tri-ethylmethylamide